tert-Butyl 8-(5-hydroxy-2-(pyridin-4-yl)pyrido[3,4-d]pyrimidin-4-yl)-2,8-diazaspiro[4.5]decane-2-carboxylate OC1=CN=CC=2N=C(N=C(C21)N2CCC1(CCN(C1)C(=O)OC(C)(C)C)CC2)C2=CC=NC=C2